(2R,3R,4R,5S)-3,4,5-tris(benzyloxy)-1-(3-cyclohexylpropyl)-2-methylpiperidine C(C1=CC=CC=C1)O[C@@H]1[C@H](N(C[C@@H]([C@H]1OCC1=CC=CC=C1)OCC1=CC=CC=C1)CCCC1CCCCC1)C